2-({6-[(1,3-benzothiazol-2-yl)amino]-5-methylpyridazin-3-yl}(methyl)amino)-5-(1-benzylpiperidin-4-yl)-1,3-thiazole-4-carboxylic acid S1C(=NC2=C1C=CC=C2)NC2=C(C=C(N=N2)N(C=2SC(=C(N2)C(=O)O)C2CCN(CC2)CC2=CC=CC=C2)C)C